3-(methoxymethyl)-1-methyl-1H-pyrazol COCC1=NN(C=C1)C